COC1=CC=CC(=N1)C1=CC=CC2=C1O[C@H](CO2)CNC(=O)C=2OC(=CC2)CN2CCN(CC2)C 5-(4-Methyl-piperazin-1-ylmethyl)-furan-2-carboxylic acid [(S)-8-(6-methoxy-pyridin-2-yl)-2,3-dihydro-benzo[1,4]dioxin-2-ylmethyl]-amide